L-homoalanyl-L-alanyl-L-alanine N[C@@H](CC)C(=O)N[C@@H](C)C(=O)N[C@@H](C)C(=O)O